C(=O)O.ClC1=C(C=CC(=C1F)OCC#N)C1=CN=C(N1C)C(=O)NC1=CC(=C(C=C1)C(=O)N1CCN(CC1)C(=O)C1(CCNCC1)O)Cl 5-[2-chloro-4-(cyanomethoxy)-3-fluoro-phenyl]-N-[3-chloro-4-[4-(4-hydroxypiperidine-4-carbonyl)piperazine-1-carbonyl]phenyl]-1-methyl-imidazole-2-carboxamide formate